C/C(/C(=O)O)=C\C1=C(C=C(C=C1OC)O)OC methyl-(E)-3-(4-hydroxy-2,6-dimethoxyphenyl)acrylic acid